(R)-2-chloro-1-(4-(5,6-difluoro-1-methyl-1H-indole-2-carbonyl)-2-methylpiperazin-1-yl)ethan-1-one ClCC(=O)N1[C@@H](CN(CC1)C(=O)C=1N(C2=CC(=C(C=C2C1)F)F)C)C